N-[(1S)-1-(dicyclopropylmethyl)-2-[[6-(5-ethyl-3-methyl-1H-pyrazol-4-yl)-3-pyridyl]amino]-2-oxo-ethyl]-2-(2-methoxyethyl)pyrazole-3-carboxamide C1(CC1)C([C@@H](C(=O)NC=1C=NC(=CC1)C=1C(=NNC1CC)C)NC(=O)C=1N(N=CC1)CCOC)C1CC1